N1N=CC(=C1)C=1SC=C(N1)C(=O)NC=1C=NN(C1)CC1OCCC1 2-(1H-pyrazol-4-yl)-N-[1-(tetrahydrofuran-2-ylmethyl)-1H-pyrazol-4-yl]-1,3-thiazole-4-carboxamide